C(C)(C)(C)OC(=O)N1[C@@H](C=CC1)C(=O)OCC1=CC=CC=C1 (S)-2,5-dihydro-1H-pyrrole-1,2-dicarboxylic acid 2-benzyl ester 1-(tert-butyl) ester